C(=O)O.ClC1=CC=C(C=N1)NC1=NC=CC2=C1C=CS2 N-(6-chloropyridin-3-yl)thieno[3,2-c]pyridin-4-amine formate